CC1=NC2=NC=C(N=C2C(=N1)N)C1=CC(=CC=C1)[Si](C)(C)C 2-methyl-6-(3-(trimethylsilyl)phenyl)pteridin-4-amine